(1H-imidazol-1-yl)-5H-pyrrolo[3,2-d]pyrimidine-4-carboxylic acid N1(C=NC=C1)C=1N=C(C2=C(N1)C=CN2)C(=O)O